6-(4-(1-(2-fluorobenzamido)ethyl)-2-(6-methylpyridin-2-yl)-1H-imidazol-1-yl)imidazo[1,2-a]pyridine-3-carboxamide FC1=C(C(=O)NC(C)C=2N=C(N(C2)C=2C=CC=3N(C2)C(=CN3)C(=O)N)C3=NC(=CC=C3)C)C=CC=C1